FC1(C(N=C(C2=CC=CC=C12)C=1C=NN2C1C=CC(=C2)C)(C)C)F 4,4-difluoro-3,3-dimethyl-1-(6-methylpyrazolo[1,5-a]pyridin-3-yl)isoquinoline